CN(CCCCCOC1=CC=C2C=C(C(OC2=C1)=NO)C(C)=O)C 7-(5-dimethylaminopentoxy)-3-acetylcoumarin oxime